C1(=CC=CC=C1)C#CC=1C=C2C(=CC1)C(=O)OC2=O 4-(phenylethynyl)-1,2-benzenedicarboxylic anhydride